CC=1C=C(O)C(=C(C1O)O)OC 3-methyl-5-hydroxy-6-methoxy-hydroquinone